C(C)OC(=O)C1=CC=C2C(=N1)N(C=N2)CC2(CC2)C#N 3-((1-cyanocyclopropyl)methyl)-3H-imidazo[4,5-b]Pyridine-5-carboxylic acid ethyl ester